bis(cyanomethyl)diphenylphosphonium Chloride [Cl-].C(#N)C[P+](C1=CC=CC=C1)(C1=CC=CC=C1)CC#N